N-((3aR,4S,9R,9aR)-9-(hydroxymethyl)-2,2-dimethylhexahydro-5H-5,9-epoxy[1,3]dioxolo[4,5-d]oxocin-4-yl)acetamide OC[C@@]12[C@H]3[C@@H]([C@@H](C(OCC1)O2)NC(C)=O)OC(O3)(C)C